CC(CCCC(C(C(C(=O)[O-])(CCCC(C)(C)C)CCCC(C)(C)C)(O)C(=O)[O-])C(=O)[O-])(C)C Tri(4,4-dimethyl-1-pentyl)citrat